C1(=CC=CC=C1)\C=C\C(=O)C1=CC=CC=C1 (E)-chalcone